Methyl 3-[[4-chloro-6-(2-isopropylphenyl)-5-methyl-pyrimidin-2-yl]sulfamoyl]benzoate ClC1=NC(=NC(=C1C)C1=C(C=CC=C1)C(C)C)NS(=O)(=O)C=1C=C(C(=O)OC)C=CC1